2-hexahydropyrimidine-2-ylidenehexahydropyrimidine N1C(NCCC1)=C1NCCCN1